4-(4,4,5,5-Tetramethyl-1,3,2-dioxaborolan-2-yl)-3,6-dihydro-2H-thiopyran 1,1-dioxide CC1(OB(OC1(C)C)C=1CCS(CC1)(=O)=O)C